3-butoxy-propanoate C(CCC)OCCC(=O)[O-]